N,N-dioctadecyl-hydroxylamine tert-butyl-(4-((2-(cyclobutanecarboxamido)pyridin-4-yl)oxy)-2-fluorophenyl)carbamate C(C)(C)(C)N(C(O)=O)C1=C(C=C(C=C1)OC1=CC(=NC=C1)NC(=O)C1CCC1)F.C(CCCCCCCCCCCCCCCCC)N(O)CCCCCCCCCCCCCCCCCC